Methyl carbamimidothioate sulfuric acid salt S(O)(O)(=O)=O.C(N)(=N)SC